NC1=C2C(N(C(C2=CC=C1)=O)[C@H](C(=O)O)CC=1SC=CC1)=O (S)-2-(4-amino-1,3-dioxoisoindolin-2-yl)-3-(thiophen-2-yl)propanoic acid